N1C=NC2=C1C=C(C=C2)C=2NC(=NN2)C2N(CCC2)C#N (5-(1H-Benzo[d]imidazol-6-yl)-4H-1,2,4-triazol-3-yl)pyrrolidine-1-carbonitrile